4,7-dimethoxy-1,2,5-trihydroxy-phenanthrene COC1=CC(=C(C=2C=CC3=CC(=CC(=C3C12)O)OC)O)O